4-methylenedioxy-2',4'-dimethoxychalcone (E)-3-(3-benzyloxy-5-methyl-2-pyridyl)prop-2-enoate C(C1=CC=CC=C1)OC=1C(=NC=C(C1)C)/C=C/C(=O)O.C1OC2=CC=C(C=C2O1)\C=C\C(=O)C1=C(C=C(C=C1)OC)OC